(S)-1-(6-(4-chloro-1H-pyrazol-1-yl)pyridin-3-yl)ethan-1-amine ClC=1C=NN(C1)C1=CC=C(C=N1)[C@H](C)N